OC[C@H](C1=CC=CC=C1)NC1=NC(=NC=C1C1=NC=NO1)NC=1C=C2CCN(C(C2=CC1)=O)C 6-[[4-[[(1S)-2-hydroxy-1-phenyl-ethyl]amino]-5-(1,2,4-oxadiazol-5-yl)pyrimidin-2-yl]amino]-2-methyl-3,4-dihydroisoquinolin-1-one